decadienyl acetate CCCCCC/C=C/C=C/OC(=O)C